C(CCCCCCCCCCCCCCCCCCCCCC)(=O)OC[C@@H](OC(CCCCCCCCCCCCCCCCCCCCCC)=O)COP(=O)([O-])OCC[N+](C)(C)C 1,2-ditriacosanoyl-sn-glycero-3-phosphocholine